FC1=C(C=CC=C1[C@](C(F)(F)F)(CO)O)C(C)=O |r| (R/S)-1-(2-fluoro-3-(1,1,1-trifluoro-2,3-dihydroxypropan-2-yl)phenyl)ethan-1-one